C(C)(C)(C)[Si](C)(C)OCCCCI tert-butyl(4-iodobutoxy)dimethylsilane